OC1=C(C=C(C=C1)S(=O)(=O)O)CC(C)C 4-hydroxy-3-isobutyl-benzenesulfonic acid